N-(pyridin-3-yl)-1,8,10-triazatricyclo[7.4.0.02,7]trideca-2(7),3,5,8,10,12-hexaene-11-carboxamide N1=CC(=CC=C1)NC(=O)C1=NC2=NC=3C=CC=CC3N2C=C1